5-amino-2-(methylthio)pyrimidine-4-carboxylic acid NC=1C(=NC(=NC1)SC)C(=O)O